CC(C(=O)[O-])(CC(CC)C)CC 2,4-dimethyl-2-ethylhexanoate